2-(2-methylsulfonylethyl)-2-azaspiro[3.3]Heptane CS(=O)(=O)CCN1CC2(C1)CCC2